ClC=1C=C(C=CC1)N1N=CC(=C1)CC(=O)NC1=CC(=NN1)C1CC1 2-(1-(3-chlorophenyl)-1H-pyrazol-4-yl)-N-(3-cyclopropyl-1H-pyrazol-5-yl)acetamide